C(#N)CC(=O)N1C[C@@H](CC1)COC1=NC=CC2=CC(=C(C=C12)OC(C)C)C(=O)N 1-{[(3R)-1-(cyanoacetyl)pyrrolidin-3-yl]methoxy}-7-(prop-2-yloxy)isoquinoline-6-carboxamide